ClC=1C=C(CN2C(C(C3=CC(=CC=C23)NC(C2=CC(=C(C=C2)OC)OC)=O)=O)=O)C=CC1Cl N-(1-(3,4-dichlorobenzyl)-2,3-diketoindol-5-yl)-3,4-dimethoxybenzamide